bromo-2-chloronicotinaldehyde BrC1=NC(=C(C=O)C=C1)Cl